NC1=C2C(=NC=N1)N(N=C2C2=CC=C(C1=C2OCO1)NC(C1=CC(=C(C=C1)OC)OC)=O)[C@H]1CNCCC1 (R)-N-(7-(4-amino-1-(piperidin-3-yl)-1H-pyrazolo[3,4-d]pyrimidin-3-yl)benzo[d][1,3]dioxol-4-yl)-3,4-dimethoxybenzamide